ClC=1C=C(C(=C(C1)O)C1=CC=C2C(=N1)N=C(O2)N[C@H]2CN(CCC2)CC2C(CC2)O)C 5-Chloro-2-(2-(((3R)-1-((2-hydroxycyclobutyl)methyl)piperidin-3-yl)amino)oxazolo[4,5-b]pyridin-5-yl)-3-methylphenol